NCC1=CC=CC(=N1)[C@H]1CC[C@H]2CC(N(C3=NC(=CC=C3C(NS(C3=CC=CC(N1)=N3)(=O)=O)=O)C(C)(C)C)C2)(C)C (14S,17R)-17-[6-(aminomethyl)pyridin-2-yl]-8-tert-butyl-12,12-dimethyl-2λ6-thia-3,9,11,18,23-pentaazatetracyclo[17.3.1.111,14.05,10]tetracosa-1(22),5,7,9,19(23),20-hexaene-2,2,4-trione